ethyl 2-(4-((5-([1,1'-biphenyl]-4-carboxamido)-4-carbamoyl-1H-imidazol-2-yl)methyl)phenoxy)acetate C1(=CC=C(C=C1)C(=O)NC1=C(N=C(N1)CC1=CC=C(OCC(=O)OCC)C=C1)C(N)=O)C1=CC=CC=C1